methyl 6-chloro-5-methoxy-3-[(1-methyl-2,2-dioxo-3H-2,1-benzothiazol-5-yl)amino]pyrazine-2-carboxylate ClC1=C(N=C(C(=N1)C(=O)OC)NC=1C=CC2=C(CS(N2C)(=O)=O)C1)OC